[4-morpholino-2-[(2E)-2-(m-tolylmethylene)hydrazino]furo[2,3-d]pyrimidin-6-yl]-(1-piperidyl)methanone O1CCN(CC1)C=1C2=C(N=C(N1)N/N=C/C=1C=C(C=CC1)C)OC(=C2)C(=O)N2CCCCC2